5-(4,4,5,5-tetramethyl-1,3-dioxolan-2-yl)thiazole CC1(OC(OC1(C)C)C1=CN=CS1)C